morpholinyl-(1,2,3-thiadiazole-4-yl)methanone N1(CCOCC1)C(=O)C=1N=NSC1